3-bromo-1-(4-methyl-3-nitrophenyl)-1H-pyrazolo[3,4-b]pyridine BrC1=NN(C2=NC=CC=C21)C2=CC(=C(C=C2)C)[N+](=O)[O-]